C(C1=CC=CC=C1)N(C)C Benzyl-di-methyl-amine